FC=1C(=C(C(=CC1)F)C=1C(=CNC1C(C1=CC=C(C=C1)CCCOCCOCCOCCOCCNC(OC(C)(C)C)=O)=O)C(=O)OC)C methyl 4-(3,6-difluoro-2-methylphenyl)-5-(4-(2,2-dimethyl-4-oxo-3,8,11,14,17-pentaoxa-5-azaicosan-20-yl)benzoyl)-1H-pyrrole-3-carboxylate